((4-Nitrophenoxy)(phenoxy)phosphoryl)-L-alanine cyclooctyl ester C1(CCCCCCC1)OC([C@@H](NP(=O)(OC1=CC=CC=C1)OC1=CC=C(C=C1)[N+](=O)[O-])C)=O